5-((6-chloro-1H-indol-3-yl)methylene)-3-(1-(3,4-difluorophenyl)-2-hydroxyethyl)imidazolidine-2,4-dione ClC1=CC=C2C(=CNC2=C1)C=C1C(N(C(N1)=O)C(CO)C1=CC(=C(C=C1)F)F)=O